P(=O)(OC[C@H]1O[C@H](C[C@@H]1OP(=O)(OCC(C)C)O)N1C(N=C(C=C1)N)=O)(OCC(C)C)O.[K] potassium ((2R,3S,5R)-5-(4-amino-2-oxopyrimidin-1(2H)-yl)-3-((hydroxy(isobutoxy)phosphoryl)oxy)tetrahydrofuran-2-yl)methyl isobutyl hydrogen phosphate